CC=1N=C2N(N=C(C=C2C)C=2N=C3N(C(C2)=O)C=C(S3)N3C[C@H](NCC3)C)C1 7-(2,8-dimethylimidazo[1,2-b]pyridazin-6-yl)-2-[(3R)-3-methylpiperazin-1-yl]thiazolo[3,2-a]pyrimidin-5-one